1-benzyl-N-[2-(1-isobutylpyrazol-4-yl)-4-methyl-5-oxo-7,8-dihydro-6H-pyrazolo[1,5-a][1,3]diazepin-6-yl]-1,2,4-triazole-3-carboxamide C(C1=CC=CC=C1)N1N=C(N=C1)C(=O)NC1C(N(C=2N(CC1)N=C(C2)C=2C=NN(C2)CC(C)C)C)=O